C1(CCCCC1)N1C=NC(=C1C1=NC(=NC=C1)NC1CCSCC1)C1=CC=C(C=C1)F 4-((4-(1-Cyclohexyl-4-(4-fluorophenyl)-1H-imidazol-5-yl)pyrimidin-2-yl)amino)tetrahydro-2H-thiopyran